2-(3-cyano-6-(4-fluorophenethyl)-2-isobutyl-5-(5-methyl-1,3,4-oxadiazol-2-yl)pyridin-4-yl)ethyl (4-nitrophenyl) carbonate C(OCCC1=C(C(=NC(=C1C=1OC(=NN1)C)CCC1=CC=C(C=C1)F)CC(C)C)C#N)(OC1=CC=C(C=C1)[N+](=O)[O-])=O